CN(C1=C(C=C(C(=N1)F)C1=CN=C(N1C)C(=O)NC1=CC(=C(C(=O)N2CCN(CC2)C(C[N+](C)(C)C)=O)C=C1)C)F)C [2-[4-[4-[[5-[6-(dimethylamino)-2,5-difluoro-3-pyridinyl]-1-methyl-imidazole-2-carbonyl]amino]-2-methyl-benzoyl]piperazin-1-yl]-2-oxo-ethyl]-trimethyl-ammonium